(R)-4-(3-(3-aminopiperidine-1-carbonyl)-1-(2-fluoro-4-isopropylphenyl)-1H-pyrazol-5-yl)benzonitrile N[C@H]1CN(CCC1)C(=O)C1=NN(C(=C1)C1=CC=C(C#N)C=C1)C1=C(C=C(C=C1)C(C)C)F